1-fluoro-N-((6S,7S)-6-((2-fluoro-[1,1'-biphenyl]-3-yl)methyl)-5-azaspiro[2.4]heptan-7-yl)methanesulfonamide FCS(=O)(=O)N[C@@H]1[C@@H](NCC12CC2)CC=2C(=C(C=CC2)C2=CC=CC=C2)F